ClC1=CC=C(C(=N1)C=1N=NN(N1)C)NC(C)C=1C=C(C=C2C(N(C=3N(C12)C=NC3C(=O)O)C)=O)C 9-(1-((6-chloro-2-(2-methyl-2H-tetrazol-5-yl)pyridin-3-yl)amino)ethyl)-4,7-dimethyl-5-oxo-4,5-dihydroimidazo[1,5-a]quinazoline-3-carboxylic acid